NC=1C=NC=CC1N1CCN(C2(CC2)C1)C(=O)OC(C)(C)C tertbutyl 7-(3-aminopyridin-4-yl)-4,7-diazaspiro[2.5]octane-4-carboxylate